N-[5-[1-(2,2-Difluoroethyl)pyrazol-4-yl]-4-fluoro-2-methylphenyl]-7-methylpyrazolo[1,5-a]pyridine-3-carboxamide FC(CN1N=CC(=C1)C=1C(=CC(=C(C1)NC(=O)C=1C=NN2C1C=CC=C2C)C)F)F